FC1=C(OC2CCN(CC2)C2=CC(=NC=C2NC(C2=C(N=CC=C2)OC)=O)C(=O)N(C)C)C=CC(=C1)F 4-(4-(2,4-difluorophenoxy)piperidin-1-yl)-5-(2-methoxynicotinamido)-N,N-dimethylpicolinamide